(5-((2-hydroxyethyl)thio)-1,3,4-thiadiazol-2-yl)-1-(2-methoxyphenyl)-1H-imidazole-5-carboxamide OCCSC1=NN=C(S1)C=1N(C(=CN1)C(=O)N)C1=C(C=CC=C1)OC